silver-platinum-iridium [Ir].[Pt].[Ag]